O=C1NC(CCC1N1C(C2=CC=CC(=C2C1=O)NCC1=C(C=C(CN2CCN(CC2)C=2C=CC(=NC2)C(=O)N(C)C)C=C1)F)=O)=O 5-(4-(4-((2-(2,6-dioxopiperidin-3-yl)-1,3-dioxoisoindolin-4-ylamino)methyl)-3-fluorobenzyl)piperazin-1-yl)-N,N-dimethylpicolinamide